ClC=1C=2N(C=NC1OC1=C(C=C(C=C1)[N+](=O)[O-])C)C=NN2 8-chloro-7-(2-methyl-4-nitrophenyloxy)-[1,2,4]triazolo[4,3-c]pyrimidine